N-(6-cyano-4,7-difluoro-1-(1-methyl-cyclobutyl)-1H-benzo[d]imidazol-2-yl)-3,3-dimethylbutanamide C(#N)C=1C=C(C2=C(N(C(=N2)NC(CC(C)(C)C)=O)C2(CCC2)C)C1F)F